4-(2-bromothiazol-4-yl)-2-hydroxy-3-methylcyclopent-3-en-1-one O-prop-2-yn-1-yl oxime C(C#C)ON=C1C(C(=C(C1)C=1N=C(SC1)Br)C)O